2,2-diphenyl-1,3-propylene oxide C1(=CC=CC=C1)C1(COC1)C1=CC=CC=C1